N-(5-((5-acetylpyridin-2-yl)methoxy)-1,3,4-thiadiazol-2-yl)-2-chloro-5-methoxy-6-methyl-(4,4-bipyridine)-3-carboxamide C(C)(=O)C=1C=CC(=NC1)COC1=NN=C(S1)NC(=O)C=1C(=NC(=C(C1C1=CC=NC=C1)OC)C)Cl